C(C)(C)(C)N(C(O)=O)C(CCOCCO)CCC(F)F.ClC1=C(C=C(OCC(=O)NC23CC(C2)(C3)NC(COC3=CC(=CC=C3)Cl)=O)C=C1)F 2-(4-chloro-3-fluorophenoxy)-N-{3-[2-(3-chlorophenoxy)acetylamino]-bicyclo[1.1.1]pentan-1-yl}acetamide tert-butyl-(6,6-difluoro-1-(2-hydroxyethoxy)hexan-3-yl)carbamate